4,5,6,7-tetrahydro-2H-indazol-3-amine N=1NC(=C2CCCCC12)N